(S)-2-(diphenyl-((trimethylsilyl)oxy)methyl)pyrrolidine C1(=CC=CC=C1)C([C@H]1NCCC1)(O[Si](C)(C)C)C1=CC=CC=C1